BrC1=CC(=C(C=C1)NC=1N(C(C=C2C(CN(C(C12)=O)CC1=C(C=C(C=C1)OC)OC)C1=CC=CC=C1)=O)C)F 8-((4-bromo-2-fluorophenyl)amino)-2-(2,4-dimethoxybenzyl)-7-methyl-4-phenyl-3,4-dihydro-2,7-naphthyridine-1,6(2H,7H)-dione